ClC1=CC=2N(C=C1)C1=C(N2)CNC1 6-Chloro-2,3-dihydro-1H-pyrrolo[3',4':4,5]imidazo[1,2-a]pyridine